5-bromo-3-[(2R,3R)-3-(2,4-difluorophenyl)-3-hydroxy-4-(1,2,4-triazol-1-yl)-2-butyl]1,2,3-benzotriazin-4-one BrC1=CC=CC2=C1C(N(N=N2)[C@H](C)[C@@](CN2N=CN=C2)(O)C2=C(C=C(C=C2)F)F)=O